(1-(3-bromo-2-chloropyridin-4-yl)-3-methyl-1H-pyrazol-5-yl)-N-methyl-methanamine BrC=1C(=NC=CC1N1N=C(C=C1CNC)C)Cl